S(C)(=O)(=O)OCC1OC=CCC1 3,4-dihydro-2H-pyran-2-ylmethyl mesylate